COC=1C=C2C(=C(C=NC2=CC1OC)C(=O)O)N1CCN(CCC1)S(N)(=O)=O 6,7-dimethoxy-4-(4-sulfamoyl-1,4-diazepan-1-yl)quinoline-3-carboxylic acid